[2H]C1(OC2=C(O1)C=CC=C2C=O)[2H] 2,2-dideutero-1,3-benzodioxole-4-carbaldehyde